C(C)(C)C=1OC=CN1 2-isopropyloxazol